6-Benzylthio-4-chloroindazole C(C1=CC=CC=C1)SC1=CC(=C2C=NNC2=C1)Cl